(((cis-3-(2-amino-6-methoxy-9H-purin-9-yl)cyclobutyl)methoxy)(phenoxy)phosphoryl)-L-alaninate NC1=NC(=C2N=CN(C2=N1)[C@H]1C[C@H](C1)COP(=O)(OC1=CC=CC=C1)N[C@@H](C)C(=O)[O-])OC